[N].[Bi] bismuth nitrogen